C(=O)(C=C)N1CCN(CC1)C1=C(C(=NC2=C(C=CC=C12)OC1=NC(=CN=C1C)N)C1=C2CCN(CC2=CC=C1)C)C#N 4-(4-Acrylpiperazin-1-yl)-8-((6-amino-3-methylpyrazin-2-yl)oxy)-2-(2-methyl-1,2,3,4-tetrahydroisoquinolin-5-yl)quinoline-3-carbonitrile